FC1=C(N(C=C1S(N[C@H]1[C@H](CCC1)CO)(=O)=O)C)C(=O)NC1=CC(=C(C(=C1)F)F)F cis-3-fluoro-4-(N-(2-(hydroxymethyl)cyclopentyl)sulfamoyl)-1-methyl-N-(3,4,5-trifluorophenyl)-1H-pyrrole-2-carboxamide